tert-butyl (R)-(2-(3-(2-(4-(4-fluorophenyl)piperazin-1-yl)ethyl)-1-oxo-2-oxa-8-azaspiro[4.5]decan-8-yl)-2-oxoethyl)carbamate FC1=CC=C(C=C1)N1CCN(CC1)CC[C@@H]1OC(C2(C1)CCN(CC2)C(CNC(OC(C)(C)C)=O)=O)=O